tert-butyl (S)-((3-(6-(3-buten-1-yl)-2-(4,4-difluoroazepan-1-yl)nicotinamido)phenyl)(methyl)(oxo)-λ6-sulfaneylidene)carbamate C(CC=C)C1=NC(=C(C(=O)NC=2C=C(C=CC2)[S@@](=O)(C)=NC(OC(C)(C)C)=O)C=C1)N1CCC(CCC1)(F)F